C(C)[C@H]1N(C[C@@H](N(C1)C=1C(=NC=2C=CC(NC2C1)=O)C#N)C)C(C1=NC=C(C=C1)C(F)(F)F)C1=CC=C(C=C1)F ((2S,5R)-5-ethyl-4-((4-fluorophenyl)(5-(trifluoromethyl)pyridin-2-yl)methyl)-2-methylpiperazin-1-yl)-6-oxo-5,6-dihydro-1,5-naphthyridine-2-carbonitrile